C(C(=C)C)(=O)OCCC[Si](OC)(OC)C γ-methacryloxypropyl-methyldimethoxysilane